FC(C(=O)[O-])(F)F.C(C1=CC=CC=C1)OC(=O)N1CCN(CC1)C(=O)N1CC[N+](CC1)(CC(=O)OC(C)(C)C)CC1CN(C1)C(=O)OC(C)(C)C 4-[4-[(1-tert-butoxycarbonylazetidin-3-yl)methyl]-4-(2-tert-butoxy-2-keto-ethyl)piperazin-4-ium-1-carbonyl]piperazine-1-carboxylic acid benzyl ester 2,2,2-trifluoroacetate